CC1=C(C=CC=C1C1=CC=2N(C(C(=CN2)CNC[C@H]2NC(CC2)=O)=O)C=C1)C1=C(C(=CC=C1)C1=CC=2N(C(C(=CN2)CNC[C@H]2NC(CC2)=O)=O)C=C1)C 8,8'-(2,2'-Dimethyl-[1,1'-biphenyl]-3,3'-diyl)bis(3-(((((S)-5-oxopyrrolidin-2-yl)methyl)amino)methyl)-4H-pyrido[1,2-a]pyrimidin-4-one)